1-(2,6-dichloropyridin-4-yl)-3-methyl-N-[(methylcarbamothioyl)amino]cyclobutane-1-carboxamide ClC1=NC(=CC(=C1)C1(CC(C1)C)C(=O)NNC(NC)=S)Cl